ClC1=CC=C2C(=NC=3N(C2=C1)C=NN3)N(C=3C=C(C=CC3)N(C(C3=CC=CC=C3)=O)C)C N-(3-((8-chloro-[1,2,4]triazolo[4,3-a]quinazolin-5-yl)(methyl)amino)phenyl)-N-methylbenzamide